(E)-N-benzylidene-1-(4-methoxyphenyl)methylamine C(/C1=CC=CC=C1)=N\CC1=CC=C(C=C1)OC